aluminum-copper-molybdenum-titanium [Ti].[Mo].[Cu].[Al]